COC1=CC=C(CN2N=CC3=C2N(C(C=2C=C(C=C(C32)C(C)NC3=C(C(=O)O)C=CC=C3)C)=O)C)C=C1 2-((1-(3-(4-Methoxybenzyl)-4,7-dimethyl-5-oxo-4,5-dihydro-3H-pyrazolo[3,4-c]isoquinolin-9-yl)ethyl)amino)benzoic acid